1-Methyl-2-[4-(2-methyl-4-pyridin-4-yl-2H-pyrazol-3-yl)-phenoxymethyl]-1H-benzoimidazole CN1C(=NC2=C1C=CC=C2)COC2=CC=C(C=C2)C=2N(N=CC2C2=CC=NC=C2)C